rac-methyl 4-[(2R,5S)-5-methyl-2-piperidyl]benzoate C[C@H]1CC[C@@H](NC1)C1=CC=C(C(=O)OC)C=C1 |r|